N1(CC=CC1)N1C(C=CC(=C1)[C@@H]1OCC[C@@H](C1)C1=NC2=NC(=C(N=C2C(=N1)C12CC(C1)(C2)C(F)(F)F)C)C)=O 1-(2,5-dihydropyrrol-1-yl)-5-[(2R,4S)-4-[6,7-dimethyl-4-[3-(trifluoromethyl)-1-bicyclo[1.1.1]pentanyl]pteridin-2-yl]tetrahydropyran-2-yl]pyridin-2-one